2-(6-fluoro-5-methoxy-1-(tetrahydro-2H-pyran-2-yl)-1H-indazol-3-yl)acetaldehyde FC1=C(C=C2C(=NN(C2=C1)C1OCCCC1)CC=O)OC